O=S1(CCN(CC1)CC=1C=C(C(=O)NC2=CC=C(C=C2)C2=NC(=NN2)CCC2=CC=CC=C2)C=CC1)=O 3-[(1,1-Dioxo-1,4-thiazinan-4-yl)methyl]-N-[4-[3-(2-phenylethyl)-1H-1,2,4-triazol-5-yl]phenyl]benzamide